6-(4-chlorophenyl)-N-[(2R)-1-hydroxy-3-methoxyprop-2-yl]-3-oxo-2-(pyridin-3-yl)-2,3-dihydropyridazine-4-carboxamide ClC1=CC=C(C=C1)C=1C=C(C(N(N1)C=1C=NC=CC1)=O)C(=O)N[C@H](CO)COC